NC=1N=C(C2=C(N1)NC(=C2)C=2CCN(CC2)S(=O)(=O)C(C)C)C=2C(=C(C=CC2)N2C(C1=C(C=C(C=C1C=C2)C2CC2)F)=O)CO 2-(3-{2-amino-6-[1-(isopropylsulfonyl)-1,2,3,6-tetrahydropyridin-4-yl]-7H-pyrrolo[2,3-d]pyrimidin-4-yl}-2-(hydroxymethyl)phenyl)-6-cyclopropyl-8-fluoroisoquinolin-1(2H)-one